tert-butyl ((2R,3S,5R,6S)-2-(2,5-difluorophenyl)-5-(2-(((R)-tetrahydrofuran-3-yl)sulfonyl)pyrrolo[3,4-c]pyrazol-5(2H,4H,6H)-yl)-6-(trifluoromethyl)tetrahydro-2H-pyran-3-yl)carbamate FC1=C(C=C(C=C1)F)[C@H]1O[C@@H]([C@@H](C[C@@H]1NC(OC(C)(C)C)=O)N1CC2=NN(C=C2C1)S(=O)(=O)[C@H]1COCC1)C(F)(F)F